N1CCC2(CC1)CC1=CC=CC=C1C2 (S)-1,3-dihydro-spiro[indene-2,4'-piperidine]